COC(CN1N=CC=C1CN1C(C2=CC=C(C=C2C=N1)S(=O)(=O)C1=CC2=C(OCCN2C(=O)[O-])C=C1)=O)=O 6-((2-((1-(2-methoxy-2-oxoethyl)-1H-pyrazol-5-yl) methyl)-1-oxo-1,2-dihydro-phthalazin-6-yl) sulfonyl)-2,3-dihydro-4H-benzo[b][1,4]oxazine-4-carboxylate